(R)-N-((E)-1-(2-(azidomethyl)-5-chloro-2-methyl-2,3-dihydrobenzofuran-7-yl)ethylidene)-2-methylpropane-2-sulfinamide N(=[N+]=[N-])CC1(OC2=C(C1)C=C(C=C2\C(\C)=N\[S@](=O)C(C)(C)C)Cl)C